C(C)(C)P(C(C)C)CC1=CC=CC=N1 6-((diisopropylphosphino)methyl)pyridin